BrC=1C=C2N(N=CC(=C2N[C@@H]2CC[C@H](CC2)NC(OC(C)(C)C)=O)C(N)=NC2=C(C=CC=C2CC)CC)C1 tert-butyl [trans-4-[[6-bromo-3-[N'-(2,6-diethylphenyl)carbamimidoyl]pyrrolo[1,2-b]pyridazin-4-yl]amino]cyclohexyl]carbamate